5-ethynyl-6-fluoro-4-(8-fluoro-2-(((3R,4aS,7aR)-3-fluoro-1-methyloctahydro-4aH-cyclopenta[b]pyridin-4a-yl)methoxy)-4-(1,4-oxazepan-4-yl)pyrido[4,3-d]pyrimidin-7-yl)naphthalen-2-ol C(#C)C1=C2C(=CC(=CC2=CC=C1F)O)C1=C(C=2N=C(N=C(C2C=N1)N1CCOCCC1)OC[C@]12[C@H](N(C[C@@H](C1)F)C)CCC2)F